NC1=NC=2C=NC(=CC2C2=C1COC2)C(=O)N(C)[C@@H]2COC1=C2C=CC(=C1)Cl 4-amino-N-((3S)-6-chloro-2,3-dihydro-1-benzofuran-3-yl)-N-methyl-1,3-dihydrofuro[3,4-c]-[1,7]naphthyridine-8-carboxamide